Triethylammonium ((2S,4R,5R)-5-(6-amino-9H-purin-9-yl)-4-hydroxytetrahydrofuran-2-yl)methyl-diphosphate NC1=C2N=CN(C2=NC=N1)[C@H]1[C@@H](C[C@H](O1)COP([O-])(=O)OP(=O)([O-])[O-])O.C(C)[NH+](CC)CC.C(C)[NH+](CC)CC.C(C)[NH+](CC)CC